octanediol titanium [Ti].C(CCCCCCC)(O)O